3-phenyl-1-propanone C1(=CC=CC=C1)CCC=O